ClC=1C=C(C=C(C1)Cl)S(=O)(=O)NC=1C=2C3=C(C(N(C3=CC1)CC)=O)C=CC2 3,5-dichloro-N-(1-ethyl-2-oxo-1,2-dihydrobenzo[cd]indol-6-yl)benzenesulfonamide